4-(4-Acryloylpiperazin-1-yl)-7-(2-amino-7-fluorobenzo[d]thiazol-4-yl)-6-chloro-2-ethynyl-8-Fluoroquinoline-3-carbonitrile C(C=C)(=O)N1CCN(CC1)C1=C(C(=NC2=C(C(=C(C=C12)Cl)C1=CC=C(C2=C1N=C(S2)N)F)F)C#C)C#N